N(=[N+]=[N-])[C@@H]1[C@H]([C@H](OCC)O[C@@H]([C@H]1O)CO)O ethyl 3-azido-3-deoxy-β-D-glucopyranoside